C(#C)C1=CC=C(C=C1)[N+](=O)[O-] 1-ethynyl-4-nitrobenzene